4-(4,4-difluoro-1-(1-((5-fluoropyridin-2-yl)amino)-1-oxopropan-2-yl)piperidin-3-yl)-2-(2,2,2-trifluoro-1-hydroxyethyl)pyridine 1-oxide FC1(C(CN(CC1)C(C(=O)NC1=NC=C(C=C1)F)C)C1=CC(=[N+](C=C1)[O-])C(C(F)(F)F)O)F